CC1=CC=C2C=CC(=CC2=C1)B1OC(C)(C)C(C)(C)O1 7-methyl-2-naphthaleneboronic acid pinacol ester